6-[(2S)-2-aminopropyl]-2-chloro-7-methyl-N-[(1-methyl-1H-pyrrol-2-yl)methyl]thieno[3,2-d]pyrimidin-4-amine N[C@H](CC1=C(C=2N=C(N=C(C2S1)NCC=1N(C=CC1)C)Cl)C)C